OC1(CC(CC(C1)O)O)C(=O)O 1,3,5-trihydroxycyclohexanecarboxylic acid